2-(4-(1-bromoethyl)-2-fluorophenyl)-1-methyl-4-(trifluoromethyl)-1H-imidazole BrC(C)C1=CC(=C(C=C1)C=1N(C=C(N1)C(F)(F)F)C)F